5,6-Difluoroquinoline-3-carboxylic acid methyl ester COC(=O)C=1C=NC2=CC=C(C(=C2C1)F)F